C1(CC1)N1C=NC2=C1C(=NC(=C2)C2=CC=C1C(=C2)N(C(C12CCNCC2)=O)C2CC(C2)N2CC(CCC2)(C)C)NC=2C=CC(=C(C(=O)NC)C2)C 5-((3-Cyclopropyl-6-(1-((1s,3s)-3-(3,3-dimethylpiperidin-1-yl)cyclobutyl)-2-oxospiro[indolin-3,4'-piperidin]-6-yl)-3H-imidazo[4,5-c]pyridin-4-yl)amino)-N,2-dimethylbenzamide